2H-naphtho[1,2-d]triazole C1=CC=C2C(=C1)C=CC3=NNN=C32